CN1C(C(=CC2=C(C=C(C=C12)C1CCOCC1)C=1C=CC=C2C=C(N=CC12)C=1C=CC(=NC1)C(=O)NCC#CC1=CC(=CC=C1)NC1C(NC(CC1)=O)=O)C)=O 5-(8-(1,3-Dimethyl-2-oxo-7-(tetrahydro-2H-pyran-4-yl)-1,2-dihydroquinolin-5-yl)isoquinolin-3-yl)-N-(3-(3-((2,6-dioxopiperidin-3-yl)amino)phenyl)prop-2-yn-1-yl)picolinamide